C(CCCCCC)C(C(=O)O[C@@H]1CC2(C[C@H]1OC(C(CCCCCCCCCCCC)CCCCCCC)=O)CCN(CC2)CCCCO)CCCCCCCCCCCC |r| rac-(2R,3R)-8-(4-hydroxybutyl)-8-azaspiro[4.5]decane-2,3-diyl bis(2-heptyltetradecanoate)